ClC1=C(N=C(NC1=O)C1=CC=NC=C1)N1CCC(CC1)C 5-chloro-4-(4-methyl-1-piperidinyl)-2-(4-pyridinyl)-1H-pyrimidin-6-one